N-ethyl-3-aminopropyldimethoxymethylsilane C(C)NCCC[SiH2]C(OC)OC